4-[5-[(6-Amino-2-pyridyl)sulfonylcarbamoyl]-2-tert-butyl-6-[(4S)-2,2,4-trimethylpyrrolidin-1-yl]-3-pyridyl]-3,6-dihydro-2H-pyridin NC1=CC=CC(=N1)S(=O)(=O)NC(=O)C=1C=C(C(=NC1N1C(C[C@@H](C1)C)(C)C)C(C)(C)C)C=1CCNCC1